C(C)OC(C1=C(C(=C(C=C1)S(=O)(=O)C)CN(C)C(=NC#N)C)Cl)=O ethyl-2-chloro-3-[[[N-cyano-C-methyl-carbonimidoyl]-methyl-amino]methyl]-4-methylsulfonyl-benzoate